2-(aminomethyl)-6-[4,6-diamino-3-[4-amino-3,5-dihydroxy-6-(hydroxymethyl)tetrahydropyran-2-yl]oxy-2-hydroxy-cyclohexoxy]-tetrahydropyran-3,4,5-triol NCC1OC(C(C(C1O)O)O)OC1C(C(C(CC1N)N)OC1OC(C(C(C1O)N)O)CO)O